ClC1=NC=C(C(=N1)C=1C=C(C2=C(NC(=N2)C)C1C(C)C)F)Cl 6-(2,5-dichloropyrimidin-4-yl)-4-fluoro-7-isopropyl-2-methyl-1H-benzo[d]imidazole